tin-zinc-cerium [Ce].[Zn].[Sn]